(1-(5-(2-chloro-3-methylphenyl)-4-cyano-6-methylpyrimidin-2-yl)-4-methylpiperidin-4-yl)carbamic acid tert-butyl ester C(C)(C)(C)OC(NC1(CCN(CC1)C1=NC(=C(C(=N1)C#N)C1=C(C(=CC=C1)C)Cl)C)C)=O